2-(1,1-dioxidotetrahydro-thiophen-3-yl)-1-(7-(4-(trifluoromethyl)phenoxy)-3,4-dihydroisoquinolin-2(1H)-yl)ethan-1-one O=S1(CC(CC1)CC(=O)N1CC2=CC(=CC=C2CC1)OC1=CC=C(C=C1)C(F)(F)F)=O